tert-butyl (3S)-3-([8-carbamoyl-6-[1-(2-methoxyethyl)pyrazol-4-yl]pyrido[3,2-d]pyrimidin-4-yl]amino)piperidine-1-carboxylate C(N)(=O)C1=CC(=NC2=C1N=CN=C2N[C@@H]2CN(CCC2)C(=O)OC(C)(C)C)C=2C=NN(C2)CCOC